OC=1C2=C(N=CN1)SC=N2 7-hydroxythiazolo[5,4-d]pyrimidine